FC=1C=C2C(NN=C(C2=CC1F)C(C)N(C(=O)C=1NC2=CC=CC=C2C1C)C)=O N-(1-(6,7-difluoro-4-oxo-3,4-dihydrophthalazin-1-yl)ethyl)-N,3-dimethyl-1H-indole-2-carboxamide